((1R)-1-(2-(cyclohexylmethyl)-3-((3-methoxybenzyl)amino)-3-oxopropionamido)-2-(p-tolyl)ethyl)boric acid C1(CCCCC1)CC(C(=O)N[C@@H](CC1=CC=C(C=C1)C)OB(O)O)C(=O)NCC1=CC(=CC=C1)OC